N-(4-bromobutyl)phthalic amide BrCCCCNC(C=1C(C(=O)O)=CC=CC1)=O